4-(4-((tert-butoxycarbonyl)(ethyl)amino)piperidin-1-yl)-1-methyl-1H-benzo[d][1,2,3]triazole-7-carboxylic acid C(C)(C)(C)OC(=O)N(C1CCN(CC1)C1=CC=C(C=2N(N=NC21)C)C(=O)O)CC